C1C=COC=2C=CC3=C(C12)C=CC=C3 1H-benzo[f]chromene